CC1=[N+](C2=C(N1CCOC)C(=O)C3=CC=CC=C3C2=O)CC4=NC=CN=C4 The molecule is an organic cation that is 1-(2-methoxyethyl)-2-methyl-1H-naphtho[2,3-d]imidazole-4,9-dione in which the nitrogen at position 3 of the napthoimidazole moiety has been alkylated by a pyrazin-2-ylmethyl group.